7-(4-(4-(benzo[b]thiophen-4-yl)piperazin-1-yl)butoxy)-N-octyl-2-oxoquinoline-1(2H)-carboxamide S1C2=C(C=C1)C(=CC=C2)N2CCN(CC2)CCCCOC2=CC=C1C=CC(N(C1=C2)C(=O)NCCCCCCCC)=O